2-[(3R)-3-fluoropyrrolidin-1-yl]ethylamine F[C@H]1CN(CC1)CCN